tert-butyl-3-[(1-benzyl-1,2,3,6-tetrahydropyridin-4-yl)oxy]azetidine-1-carboxylate C(C)(C)(C)OC(=O)N1CC(C1)OC=1CCN(CC1)CC1=CC=CC=C1